p-methoxyphenyl-acetylene COC1=CC=C(C=C1)C#C